((R)-1-(3,4-dimethoxyphenyl)ethyl)acrylamide COC=1C=C(C=CC1OC)[C@@H](C)C(C(=O)N)=C